tert-butyl 3-[4-(methylamino)pyridin-3-yl]azetidine-1-carboxylate CNC1=C(C=NC=C1)C1CN(C1)C(=O)OC(C)(C)C